(5-(6-bromo-3-cyanopyrazolo[1,5-a]pyridin-4-yl)pyrazin-2-yl)-3,6-diazabicyclo[3.1.1]heptane-6-carboxylic acid tert-butyl ester C(C)(C)(C)OC(=O)N1C2CNCC1(C2)C2=NC=C(N=C2)C=2C=1N(C=C(C2)Br)N=CC1C#N